C1CNCCC2=C1C=CC=C2 2,3,4,5-tetrahydro-1H-3-benzazepine